4-((3-((difluoromethyl)thio)pyridin-2-yl)amino)-N-(methyl-d3)-6-((1R,2R)-2-methylcyclopropane-1-carboxamido)pyridazine-3-carboxamide FC(SC=1C(=NC=CC1)NC1=C(N=NC(=C1)NC(=O)[C@H]1[C@@H](C1)C)C(=O)NC([2H])([2H])[2H])F